1-[2-[[(1S)-1-(2,2-difluoro-1,3-benzodioxol-5-yl)ethyl]amino]-4-pyridyl]-3-(trifluoromethyl)-5,6-dihydro-4H-indazol-7-one FC1(OC2=C(O1)C=CC(=C2)[C@H](C)NC2=NC=CC(=C2)N2N=C(C=1CCCC(C21)=O)C(F)(F)F)F